C(C)C(C(=O)OC[C@@H]1[C@H]([C@H]([C@@H](O1)N1C=NC=2C(=O)NC(N)=NC12)OC1[C@H](O)[C@H](O)[C@H](O1)CO)O)C(C)(N1N=CC(=C1)C1=NC2=C(C(=CC=C2N=C1)OC1=CC2=C(N=C(N2COCC[Si](C)(C)C)C)C=C1)Cl)C1CC(C1)OCC1=CC=CC=C1 O-ribosyl-guanosine ethyl-3-(3-benzyloxycyclobutyl)-3-[4-[8-chloro-7-[2-methyl-3-(2-trimethylsilylethoxymethyl)benzimidazol-5-yl]oxy-quinoxalin-2-yl]pyrazol-1-yl]butanoate